divinylbenzene dioxide C=CC12C=CC3C(C1(O2)C=C)O3